3,5-Diamino-2,6-dimethoxypyridine NC=1C(=NC(=C(C1)N)OC)OC